ClC1=C(C=CC(=C1)Cl)C=1CCCC2=C(C1C1=CC=C(C=C1)CC1CN(C1)CCCF)C=CC=C2F 8-(2,4-Dichlorophenyl)-4-fluoro-9-(4-((1-(3-fluoropropyl)azetidin-3-yl)methyl)phenyl)-6,7-dihydro-5H-benzo[7]annulen